CCCCCCCC=CC=CCC 8,10-tridecadiene